BrC1=CC=C2N=CC(=NC2=C1)C=1C(=NN(C1)[C@@H]1C[C@H](C1)CN(C(OC(C)(C)C)=O)C(=O)OC(C)(C)C)C1CC1 tert-butyl N-((trans-3-(4-(7-bromoquinoxalin-2-yl)-3-cyclopropyl-pyrazol-1-yl) cyclobutyl) methyl)-N-tert-butoxycarbonyl-carbamate